C(C1=CC=CC=C1)OC[C@@H](CO)NCC(O)C1=CC(=NC(=C1)Cl)Br (2R)-3-(benzyloxy)-2-((2-(2-bromo-6-chloropyridin-4-yl)-2-hydroxyethyl)amino)-propan-1-ol